CC1=C(C=CC(=C1)C1=NC=NN2C1=CC(=C2)CCC=O)CNC(OC(C)(C)C)=O tert-butyl N-[[2-methyl-4-[6-(3-oxopropyl)pyrrolo[2,1-f][1,2,4]triazin-4-yl]phenyl]methyl]carbamate